tert-butyl (3S)-3-[[4-[6-{fluoromethylsulfonyl}-1H-indol-3-yl]-5-(trifluoro methyl)pyrimidin-2-yl]amino]piperidine-1-carboxylate FCS(=O)(=O)C1=CC=C2C(=CNC2=C1)C1=NC(=NC=C1C(F)(F)F)N[C@@H]1CN(CCC1)C(=O)OC(C)(C)C